N1=C(SC2=C1C=1CCOC1C=C2)N2C(N[C@H]([C@@H]2C#CC)CN(C)C)=O trans-1-(7,8-dihydrobenzofuro[4,5-d]thiazol-2-yl)-4-[(dimethylamino)methyl]-5-(prop-1-yn-1-yl)imidazolidin-2-one